COC=1C=CC=2C=3N(C(=NC2C1)NC=1C(N=CC=CC1)=O)N=C(N3)C=3C=NN(C3)C (3R)-3-{[8-methoxy-2-(1-methyl-1H-pyrazol-4-yl)[1,2,4]triazolo[1,5-c]quinazolin-5-yl]amino}azepin-2-one